CC1=CC[C@@H](CC1)C(C)(C)O (±)-α-terpineol